3-cyclohexyl-propane-1-one C1(CCCCC1)CCC=O